phenyl-pyrimidinyl-urea C1(=CC=CC=C1)N(C(=O)N)C1=NC=CC=N1